N-(2-aminoethyl)-8,9-difluoro-5,6-dimethyl-6H-pyrido[4,3-b]carbazole-1-carboxamide NCCNC(=O)C1=NC=CC2=C(C=3N(C=4C=C(C(=CC4C3C=C21)F)F)C)C